5-Methoxyindoline-2,3-dione COC=1C=C2C(C(NC2=CC1)=O)=O